BrC=1C=NC(=C2C=CC=NC12)N[C@@H]1CN(C[C@@H]1O)C(=O)OC(C)(C)C tert-butyl (3R,4S)-3-((8-bromo-1,6-naphthyridin-5-yl)amino)-4-hydroxypyrrolidine-1-carboxylate